1-[3-[[2-(isochroman-7-ylamino)-5-(trifluoromethyl)pyrimidin-4-yl]amino]propyl]piperidin-2-one C1OCCC2=CC=C(C=C12)NC1=NC=C(C(=N1)NCCCN1C(CCCC1)=O)C(F)(F)F